C12CN(CC(CNC1)O2)C=2C=CC1=C(N=C(O1)C1=C3C=C(N=CC3=C(N=C1)NCC)NC(=O)C1CC1)C2 N-(5-(5-(9-oxa-3,7-diazabicyclo[3.3.1]non-3-yl)benzo[d]oxazol-2-yl)-8-(ethylamino)-2,7-naphthyridin-3-yl)cyclopropanecarboxamide